2-[6-[(2R)-oxetan-2-ylmethoxy]-1,5-naphthyridin-4-yl]-1H,5H,6H,7H-pyrrolo[3,2-c]Pyridin-4-one O1[C@H](CC1)COC=1N=C2C(=CC=NC2=CC1)C1=CC=2C(NCCC2N1)=O